(Z)-N'-hydroxy-4-(3-(1H-indazol-3-yl)pyrrolidin-1-yl)butanamidine O\N=C(\CCCN1CC(CC1)C1=NNC2=CC=CC=C12)/N